4-(5-(1-methyl-1H-pyrazol-4-yl)-7H-pyrrolo[2,3-d]pyrimidin-4-yl)morpholine CN1N=CC(=C1)C1=CNC=2N=CN=C(C21)N2CCOCC2